6-(Azetidin-1-yl)-N-(2-ethoxy-6-methylbenzene-1-sulfonyl)-4-fluoro-1-benzofuran-2-carboxamide N1(CCC1)C1=CC2=C(C=C(O2)C(=O)NS(=O)(=O)C2=C(C=CC=C2C)OCC)C(=C1)F